NC1C(CN(CC1)C(=O)C1=CC=NC=N1)N1CC2=CC=CC=C2CC1 6-(4-amino-3-(3,4-dihydroisoquinolin-2(1H)-yl)piperidine-1-carbonyl)pyrimidine